4,5-difluoro-phthalonitrile FC=1C=C(C(C#N)=CC1F)C#N